ClC=1C(=CC(=C(C1)N(C(=O)[C@@H]1CC=2C(=NC=CC2N1C1=NC(=CC(=C1)C(F)(F)F)C)OC)C)F)F (S)-N-(5-chloro-2,4-difluorophenyl)-4-methoxy-N-methyl-1-(6-methyl-4-(trifluoromethyl)pyridin-2-yl)-2,3-dihydro-1H-pyrrolo[3,2-c]pyridine-2-carboxamide